BrC=1N=C(N(N1)C1=NC=C(C=C1)C#N)C(C)NC(C1=CC(=CC(=C1)SC(F)(F)F)C(F)(F)F)=O N-[1-[5-bromo-2-(5-cyano-2-pyridyl)-1,2,4-triazol-3-yl]ethyl]-3-(trifluoromethyl)-5-(trifluoromethyl-sulfanyl)benzamide